C(C)C1=C(C=CC=C1)N(C(=S)NC=1C=C2C(=CC(=NC2=CC1)N1CCN(CC1)CC)C)C 1-(2-Ethyl-phenyl)-3-[2-(4-ethyl-piperazin-1-yl)-4-methyl-quinolin-6-yl]-1-methyl-thiourea